CN1CCCC2=CC=C(C=C12)N1C(NC(CC1)=O)=O 1-(1-methyl-1,2,3,4-tetrahydroquinolin-7-yl)dihydropyrimidine-2,4(1H,3H)-dione